n-propyl-ethyl-phosphinic acid C(CC)P(O)(=O)CC